C1(CC1)C=1N=NN(C1)[C@H](C(=O)N1[C@@H](C[C@H](C1)O)C(=O)NCC=1SC=C(N1)C1=CC=C(C=C1)F)C(C)(C)C (2S,4R)-1-[(2S)-2-(4-cyclopropyltriazol-1-yl)-3,3-dimethyl-butanoyl]-N-[[4-(4-fluorophenyl)thiazol-2-yl]methyl]-4-hydroxy-pyrrolidine-2-carboxamide